COCN(COC)C1=NC(=NC(=N1)N(COC)COC)N(COC)COC 2,4,6-tris[N,N-bis(methoxymethyl)amino]-1,3,5-triazine